8-(4-chloro-2-fluorophenyl)-5-(4-(trifluoromethyl)-benzyl)-2-oxa-5,8-diazaspiro[3.5]nonane-6,9-dione ClC1=CC(=C(C=C1)N1CC(N(C2(COC2)C1=O)CC1=CC=C(C=C1)C(F)(F)F)=O)F